FC(C)(F)C1=CC=CC(=N1)C1=NC(=NC(=N1)NC(C)C)NC1=CC(=NC=C1)C(F)(F)F [6-(1,1-difluoro-ethyl)-pyridin-2-yl]-N-isopropyl-N'-(2-trifluoromethyl-pyridin-4-yl)-[1,3,5]triazine-2,4-diamine